6-chloro-7-fluoro-4-methyl-3,4-dihydro-2H-1,4-benzoxazine ClC=1C(=CC2=C(N(CCO2)C)C1)F